P(=O)([O-])([O-])O.[NH4+].[NH4+].BrC=1N=C2N(C(N(N=C2C(C)C)CC(=O)NC2=NC=NC=C2)=O)C1 2-(2-bromo-8-isopropyl-5-oxoimidazo[1,2-d][1,2,4]triazin-6(5H)-yl)-N-(pyrimidin-4-yl)acetamide Di-Ammonium phosphat